NC1=CC=CC2=C1SC(=C2CC#N)I 2-(7-amino-2-iodobenzo[b]thiophen-3-yl)acetonitrile